C([C@H]1CO1)N1C(C=2C(C1=O)=CC=CC2)=O (S)-N-glycidyl-phthalimide